(2R,5S*)-2-ethyl-4-(4-methoxybenzyl)-5-methyl-2,3,4,5-tetrahydropyrido[2,3-f][1,4]oxazepine C(C)[C@H]1OC2=C([C@@H](N(C1)CC1=CC=C(C=C1)OC)C)N=CC=C2 |o1:6|